(4-(Methoxymethoxy)-3-methylphenyl)methanamine COCOC1=C(C=C(C=C1)CN)C